C(C)N(C1=CC=C2C(=C(C(OC2=C1)=O)C1=CC=C(C=C1)NC(CI)=O)C)CC 7-Diethylamino-3-[4-(iodoacetamido)phenyl]-4-methylcoumarin